CC=1C=C(C(=O)NC2=CC=C(C=C2)[C@@H]2CNCCC2)C=CC1C (R)-3,4-Dimethyl-N-(4-(piperidin-3-yl)-phenyl)-benzamid